2-(morpholin-4-yl)-4-(piperidin-1-yl)-8-(1H-pyrazol-5-yl)-1,7-naphthyridine N1(CCOCC1)C1=NC2=C(N=CC=C2C(=C1)N1CCCCC1)C1=CC=NN1